N[C@@H](COCC=1C=CC(=C(N)C1)OC)C (R)-5-((2-aminopropoxy)methyl)-2-methoxyaniline